naphtho[3,2,1-de]anthracene C1=CC=CC=2CC=3C=CC=C4C=C5C=CC=CC5=C(C34)C12